ClC1=CC(=C(C=C1)C1OC2=C(OC1)C=CC=C2C=2CCN(CC2)C(=O)OC(C)(C)C)F tert-butyl 4-(3-(4-chloro-2-fluorophenyl)-2,3-dihydrobenzo[b][1,4]Dioxin-5-yl)-3,6-dihydropyridine-1(2H)-carboxylate